2-((7-(6-((4-chloro-2-fluorobenzyl)oxy)pyridin-2-yl)-1-hydroxy-2,3-dihydro-1H-inden-4-yl)methyl)-1-(((S)-oxetan-2-yl)methyl)-1H-benzo[d]imidazole-6-carboxylic acid ClC1=CC(=C(COC2=CC=CC(=N2)C=2C=CC(=C3CCC(C23)O)CC2=NC3=C(N2C[C@H]2OCC2)C=C(C=C3)C(=O)O)C=C1)F